NC1=C(SC2=NC(=CC=C21)C)C(=O)N[C@@H]2CC=1C=NC(=NC1CC2)N2C[C@@H]([C@H](C2)OC)N 3-amino-N-[(6S)-2-[(3S,4S)-3-amino-4-methoxypyrrolidin-1-yl]-5,6,7,8-tetrahydroquinazolin-6-yl]-6-methylthieno[2,3-b]pyridine-2-carboxamide